3-iodo-4-(trifluoromethoxy)benzaldehyde IC=1C=C(C=O)C=CC1OC(F)(F)F